FC=1C=C(C=NC1OC)C=1CCN(CC1)C(=O)C1=C(OC=2N=CN=C(C21)NC2(CC2)C)C 5-[4-(5-fluoro-6-methoxypyridin-3-yl)-1,2,3,6-tetrahydropyridine-1-carbonyl]-6-methyl-N-(1-methylcyclopropyl)furo[2,3-d]pyrimidin-4-amine